4,4-dimethyl-6,7-dihydrothieno[3,2-c]pyran CC1(OCCC2=C1C=CS2)C